C(C)(C)C1=C(C=CC=C1)[C@H]1N(CCC1)C1CC2(C1)CCN(CC2)C2=CC=C(C(=O)O)C=C2 4-{2-[(2S)-2-(2-isopropylphenyl)pyrrolidin-1-yl]-7-azaspiro[3.5]nonan-7-yl}benzoic acid